4-methoxy-cinnamate COC1=CC=C(C=CC(=O)[O-])C=C1